CC(CC#CC=1C=C(OC2=C(N=NN2)C(=O)O)C=CC1)(C)C 5-(3-(4,4-dimethylpent-1-ynyl)phenoxy)-1H-1,2,3-triazole-4-carboxylic acid